(3R,5R)-5-{2-[(5-sulfamoylpyridin-3-yl)amino]pyrimidin-5-yl}oxolan-3-yl N-[(2S)-butan-2-yl]carbamate C[C@@H](CC)NC(O[C@H]1CO[C@H](C1)C=1C=NC(=NC1)NC=1C=NC=C(C1)S(N)(=O)=O)=O